N2-(4-bromophenyl)-N4-(2-(6-methylpyridin-2-yl)pyrimidin-4-yl)pyrimidine-2,4-diamine BrC1=CC=C(C=C1)NC1=NC=CC(=N1)NC1=NC(=NC=C1)C1=NC(=CC=C1)C